tert-butyl (1S,5S)-6-[2-[(8-methoxy-2-methyl-imidazo[1,2-a]pyridin-6-yl)carbamoyl]furo[3,2-b]pyridin-5-yl]-3,6-diazabicyclo[3.2.0]heptane-3-carboxylate COC=1C=2N(C=C(C1)NC(=O)C1=CC3=NC(=CC=C3O1)N1[C@@H]3CN(C[C@@H]3C1)C(=O)OC(C)(C)C)C=C(N2)C